Cl.FC=1C=C(C=CC1)N1N=CN=C1CNC 1-(1-(3-fluorophenyl)-1H-1,2,4-triazol-5-yl)-N-methylmethanamine hydrochloride